(S,E)-6-Fluoro-3-(7-(2-(hydroxymethyl)-4-(methoxyimino)pyrrolidine-1-carbonyl)benzo[d][1,3]dioxolan-4-yl)-2-methylbenzonitrile FC1=CC=C(C(=C1C#N)C)C1=CC=C(C=2OCOC21)C(=O)N2[C@@H](C\C(\C2)=N/OC)CO